O=C(C(=O)O)CC(C)C 2-Ketoisocaproic acid